Diethylhexyl succinate CCCCC(CC)COC(=O)CCC(=O)OCC(CC)CCCC